COC(=O)C1=C(N=NC2=CC(=CC=C12)C)OC1=CC(=CC=C1)C(F)(F)F 7-methyl-3-(3-(trifluoromethyl)phenoxy)cinnoline-4-carboxylic acid methyl ester